N1N=NN=C1C1=C(C=CC=C1)C1=CC2=C(OCCCC2C2=CC=CC=C2)C(=C1)NC1=CC=NC=2N1N=CC2 N-(7-(2-(1H-tetrazol-5-yl)phenyl)-5-phenyl-2,3,4,5-tetrahydrobenzo[b]oxepin-9-yl)pyrazolo[1,5-a]pyrimidin-7-amine